tert-butyl (3-(2-(3-(2-bromo-6-methoxypyridin-3-yl)-4-oxo-7-(trifluoromethyl)-3,4-dihydropyrido[4,3-d]pyrimidin-1(2H)-yl)-5-fluorophenyl)propyl)carbamate BrC1=NC(=CC=C1N1CN(C2=C(C1=O)C=NC(=C2)C(F)(F)F)C2=C(C=C(C=C2)F)CCCNC(OC(C)(C)C)=O)OC